tert-butyl 4-bromopyridin-2-ylcarbamate BrC1=CC(=NC=C1)NC(OC(C)(C)C)=O